C(C1=CC=CC=C1)C1C[C@@H]2[C@@H](CN(C2)CC(=O)C2=CC(=C(C=C2)O)F)C1 2-[(3aR,5R,6aS)-5-benzyl-octahydrocyclopenta[c]pyrrol-2-yl]-1-(3-fluoro-4-hydroxyphenyl)ethan-1-one